FC=1C=C(C=NC1C)[C@H]1N(OCC1)C(=O)C1CCN(CC1)C1=CC(=NC=N1)C#N (S)-6-(4-(3-(5-fluoro-6-methylpyridin-3-yl)isoxazolidin-2-carbonyl)piperidin-1-yl)pyrimidine-4-carbonitrile